FC=1C(=CC=2C3=C(NC(C2C1)=O)COC[C@@H]3N(C(=O)C=3C=CN1C=CC=C1C3)C)F (R)-N-(8,9-difluoro-6-oxo-1,4,5,6-tetrahydro-2H-pyrano[3,4-c]isoquinolin-1-yl)-N-methylindolizine-7-carboxamide